C(C)(C)(C)OC(=O)N1C(=CC2=CC=C(C=C12)CBr)CN(CC1CCC1)C(=O)OC(C)(C)C 6-(bromomethyl)-2-[[tert-butoxycarbonyl-(cyclobutylmethyl)amino]methyl]indole-1-carboxylic acid tert-butyl ester